Cl.CN1N=CC(=C1)C1CNCCO1 2-(1-methyl-1H-pyrazol-4-yl)morpholine hydrochloride salt